CN(CCNCCN)C di-methyl-diethylenetriamine